N1=CN=C(C2=C1NC=C2)N2CCN(CCC2)CC(COC2=CC=CC=C2)O (4-(7H-pyrrolo[2,3-d]pyrimidin-4-yl)-1,4-diazepan-1-yl)-3-phenoxypropan-2-ol